COC=1C=C(C=CC1)N1CCN(CC1)C=O (4-(3-methoxyphenyl)piperazin-1-yl)methanone